CC1=CC=C(C=C1)N1C(=NC2=C(C1=O)SC=C2)N2CC(CCC2)C(=O)O 1-[3-(4-methylphenyl)-4-oxo-3,4-dihydrothieno[3,2-d]pyrimidin-2-yl]piperidine-3-carboxylic acid